2-(4-((5-Chloro-7-(trifluoromethyl)pyrrolo[2,1-f][1,2,4]triazin-2-yl)amino)-3-methyl-1H-pyrazol-1-yl)-2-methylpropanenitrile ClC=1C=C(N2N=C(N=CC21)NC=2C(=NN(C2)C(C#N)(C)C)C)C(F)(F)F